BrC=1N(C2=NC(=NC(=C2N1)N)OCCCC)C1OCCCC1 8-Bromo-2-butoxy-9-(tetrahydro-2H-pyran-2-yl)-9H-purin-6-amine